2-methyl-5-(2-((3R or S)-3-(tetrahydrofuran-2-yl)-3-(3-(thiophen-2-yl)propyl)pyrrolidin-1-yl)propan-2-yl)pyridine CC1=NC=C(C=C1)C(C)(C)N1C[C@](CC1)(CCCC=1SC=CC1)C1OCCC1 |o1:12|